tert-butyl 4-(8-carbamoylquinoxalin-5-yl)piperazine-1-carboxylate C(N)(=O)C=1C=CC(=C2N=CC=NC12)N1CCN(CC1)C(=O)OC(C)(C)C